CC(C)(C)[S@](=O)N[C@@H](C)C1=CC2=C(OC(O2)(F)F)C=C1F (S)-2-methyl-N-((S)-1-(2,2,6-trifluorobenzo[d][1,3]dioxol-5-yl)ethyl)propane-2-sulfinamide